C(C)C1=C(C=CC(=C1)O)\N=C(/N)\C1=C(C=2N(N=C1)C=C(C2)C=2C(=NC(=CC2)C)F)N[C@@H]2COCC2 (S,Z)-N'-(2-ethyl-4-hydroxyphenyl)-6-(2-fluoro-6-methylpyridin-3-yl)-4-((tetrahydrofuran-3-yl)amino)pyrrolo[1,2-b]pyridazine-3-carboximidamide